C(C(C)C)C1CN(CCC1)C(=O)N1CCN(CC1)C1=NC(=NO1)C1=CC=C(C=C1)OC (3-Isobutylpiperidin-1-yl)(4-(3-(4-methoxyphenyl)-1,2,4-oxadiazol-5-yl)piperazin-1-yl)methanone